sodium manganite [Mn](=O)([O-])[O-].[Na+].[Na+]